5-Octyltridecyl 7-(N-(2-(dimethylamino)ethyl)-8-oxo-8-(undecan-3-yloxy)octanamido)-heptadecanoate CN(CCN(C(CCCCCCC(OC(CC)CCCCCCCC)=O)=O)C(CCCCCC(=O)OCCCCC(CCCCCCCC)CCCCCCCC)CCCCCCCCCC)C